(1-((5-bromo-2-nitrophenyl)amino)cyclopropyl)methanol BrC=1C=CC(=C(C1)NC1(CC1)CO)[N+](=O)[O-]